N(=[N+]=[N-])CC(=O)[O-] azidoethanate